4-((1-(3-(difluoro(pyridin-4-yl)methyl)-2-fluorophenyl)ethyl)amino)-6-(1-(difluoromethyl)cyclopropyl)-2-methyl-2,6-dihydropyrido[3,4-d]pyridazine-1,7-dione FC(C=1C(=C(C=CC1)C(C)NC1=NN(C(C=2C1=CN(C(C2)=O)C2(CC2)C(F)F)=O)C)F)(C2=CC=NC=C2)F